C(C)C=1C(=C(C=CC1CCC)C1=C(C=CC=C1)F)C1=CC=CC=C1 Ethyl-phenyl-2'-fluoro-4-propyl-biphenyl